1-bromo-3-(4-bromophenyl)-3-methylbutan-2-one BrCC(C(C)(C)C1=CC=C(C=C1)Br)=O